COC1=C(C=CC=C1)CCCN1C[C@H]2[C@H](N3C4=C(C=CC=C24)N(CCC3)C)CC1 (8aR,12aS)-11-(3-(2-methoxyphenyl)propyl)-4-methyl-4,5,6,7,8a,9,10,11,12,12a-decahydro-[1,4]diazepino[3,2,1-hi]pyrido[4,3-b]indole